O[C@@H]1CC[C@H](CC1)N1C(C2=CC=CC=C2C1=O)=O 2-[trans-4-hydroxycyclohexyl]isoindole-1,3-dione